CN1N=CC(=C1C)C=1C2=C(C=NC1)N=NS2 7-(1,5-dimethylpyrazol-4-yl)thiadiazolo[4,5-c]pyridine